1-(4-((R)-2'-(((S)-1-methylpyrrolidin-2-yl)methoxy)-3,4,5',8'-tetrahydro-1H,6'H-spiro[naphthalene-2,7'-quinazolin]-4'-yl)piperazin-1-yl)prop-2-en-1-one CN1[C@@H](CCC1)COC1=NC=2C[C@]3(CCC2C(=N1)N1CCN(CC1)C(C=C)=O)CC1=CC=CC=C1CC3